2,4,6-Triallylpyridine C(C=C)C1=NC(=CC(=C1)CC=C)CC=C